4,5-dichloro-2-[[4-(oxetan-3-yl)piperidin-1-yl]methyl]phenol ClC1=CC(=C(C=C1Cl)O)CN1CCC(CC1)C1COC1